ClC1=CC2=C(C=N1)C(=NN2C=2C(=CC1=C(OCCN1C(=O)OC(C)(C)C)C2)OC)C(NCCN2CCC(CC2)C(=O)OCC)=O tert-Butyl 7-(6-chloro-3-((2-(4-(ethoxycarbonyl)piperidin-1-yl)ethyl)carbamoyl)-1H-pyrazolo[4,3-c]pyridin-1-yl)-6-methoxy-2,3-dihydro-4H-benzo[b][1,4]oxazine-4-carboxylate